N=C1C=NC=2C(=N1)C=CC=CC2 iminocyclohepta[b]pyrazine